CC1=NC(=CC(=C1N)C)C 2,4,6-trimethylpyridin-3-amine